8-(methylsulfonyl)-3-(2-(4-(p-tolyl)piperazin-1-yl)ethyl)-2-oxa-8-azaspiro[4.5]decan-1-one formate C(=O)O.CS(=O)(=O)N1CCC2(CC(OC2=O)CCN2CCN(CC2)C2=CC=C(C=C2)C)CC1